trans-2,3,5,4'-tetrahydroxy-stilbene OC1=C(C=C(C=C1O)O)\C=C\C1=CC=C(C=C1)O